N1N=CC(=C1)NC1=NC=C(C(=N1)NCC1=C(C=CC=C1OC)F)C(=O)N 2-[(1H-pyrazol-4-yl)amino]-4-[(2-fluoro-6-methoxybenzyl)amino]pyrimidin-5-carboxamide